4-(4-glycidoxyphenyl)-(N,N-diglycidyl)aniline C(C1CO1)OC1=CC=C(C=C1)C1=CC=C(N(CC2CO2)CC2CO2)C=C1